C(C)(C)(C)OC(=O)N1CCC=2C=C(C=NC2C1)CF 3-(fluoromethyl)-5,8-dihydro-1,7-naphthyridine-7(6H)-carboxylic acid tert-butyl ester